(2S,2'S)-1,1'-(((((2,2'-dimethyl-[1,1'-biphenyl]-3,3'-diyl)bis(azanediyl))bis(carbonyl))bis(4-methylpyridine-6,3-diyl))bis(methylene))bis(piperidine-2-carboxylic acid) CC1=C(C=CC=C1NC(=O)C1=CC(=C(C=N1)CN1[C@@H](CCCC1)C(=O)O)C)C1=C(C(=CC=C1)NC(=O)C1=CC(=C(C=N1)CN1[C@@H](CCCC1)C(=O)O)C)C